4-(4-(5,6-dihydroimidazo[1,2-a]pyrazin-7(8H)-yl)-8-fluoro-2-(((2R,7aS)-2-fluorotetrahydro-1H-pyrrolizin-7a(5H)-yl)methoxy)pyrido[4,3-d]pyrimidin-7-yl)-5-fluoronaphthalen-2-ol N=1C=CN2C1CN(CC2)C=2C1=C(N=C(N2)OC[C@]23CCCN3C[C@@H](C2)F)C(=C(N=C1)C1=CC(=CC2=CC=CC(=C12)F)O)F